dimethyl 2-(3,4-dimethoxyphenyl)-7-fluoro-4-oxo-4H-quinolizine-1,3-dicarboxylate COC=1C=C(C=CC1OC)C=1C(=C2C=CC(=CN2C(C1C(=O)OC)=O)F)C(=O)OC